ClC=1C=C(C(=O)N[C@@H](C)C=2N(N=CN2)C2=NN(C(C=C2)=O)C)C=C(C1)C(F)F 3-chloro-5-(difluoromethyl)-N-[(1S)-1-[2-(1-methyl-6-oxo-pyridazin-3-yl)-1,2,4-triazol-3-yl]ethyl]benzamide